ClC=1C=C2C(=CNC2=CC1F)NC(=O)N1CC2=CC=C(C=C2CC1)C1=CC(=CC=C1)OC N-(5-chloro-6-fluoro-1H-indol-3-yl)-6-(3-methoxyphenyl)-3,4-dihydroisoquinoline-2(1H)-carboxamide